FC=1C=C(C=C(C1)C)C 5-fluoro-1,3-dimethylbenzene